C(C)C1(COC1)[Si](OC)(OC)OC 3-ethyl-3-oxetyltrimethoxysilane